2-[[(heptadecafluorooctyl)sulfonyl]methylamino]ethyl acrylate C(C=C)(=O)OCCNCS(=O)(=O)C(C(C(C(C(C(C(C(F)(F)F)(F)F)(F)F)(F)F)(F)F)(F)F)(F)F)(F)F